C(C)(C)[C@H]1NC(SC1)=S (R)-4-isopropylthiazolidine-2-thione